7-bromo-5-vinylpyrazolo[1,5-a]pyridine BrC1=CC(=CC=2N1N=CC2)C=C